NC=1C=2N(C(=CC1)C1=CN(C=3N=CN=C(C31)N(C(OC(C)(C)C)=O)C(=O)OC(C)(C)C)C3CC3)C=CN2 tert-butyl (5-(8-aminoimidazo[1,2-a]pyridin-5-yl)-7-cyclopropyl-7H-pyrrolo[2,3-d]pyrimidin-4-yl)(tert-butoxycarbonyl)carbamate